N-{[2-(cyclopropylmethoxy)-3,4-difluorophenyl]methyl}-2-methoxy-5-{2-propanamidoimidazo[1,2-b]pyridazin-6-yl}pyridine-3-carboxamide C1(CC1)COC1=C(C=CC(=C1F)F)CNC(=O)C=1C(=NC=C(C1)C=1C=CC=2N(N1)C=C(N2)NC(CC)=O)OC